1-methyl-2,3-diaminocyclohexane CC1C(C(CCC1)N)N